COC(=O)C1=CC2=C(N=C(N2C[C@H]2OCC2)CC2=C(C=C(C(=C2)F)C2=NC(=CC=C2)OCC2=NC=C(C=C2Cl)Br)F)C=C1.BrC(C#C)([2H])[2H] 3-bromoprop-1-yne-3,3-d2 Methyl-2-[[4-[6-[(5-bromo-3-chloro-2-pyridyl)methoxy]-2-pyridyl]-2,5-difluoro-phenyl]methyl]-3-[[(2S)-oxetan-2-yl]methyl]benzimidazole-5-carboxylate